bromo-4-ethylthiazole-5-carboxylic acid ethyl ester C(C)OC(=O)C1=C(N=C(S1)Br)CC